tert-butyl 4-((5-chloro-6-oxopyridazin-1(6H)-yl)methyl)piperidine-1-carboxylate ClC1=CC=NN(C1=O)CC1CCN(CC1)C(=O)OC(C)(C)C